C(C=C)N1N(C2=NC(=NC=C2C1=O)NC1=CC=C(C=C1)N1CCC(CC1)C=1NC2=C(N1)C=CC=C2C(=O)N)C2=NC(=CC=C2)C(C)(C)O 2-[1-[4-[[2-allyl-1-[6-(1-hydroxy-1-methyl-ethyl)-2-pyridyl]-3-oxo-pyrazolo[3,4-d]pyrimidin-6-yl]amino]phenyl]-4-piperidyl]-3H-benzimidazole-4-carboxamide